(R)-3-(3-fluoro-5-thiomorpholinophenyl)isoxazolidine FC=1C=C(C=C(C1)N1CCSCC1)[C@@H]1NOCC1